BrC=1C=CC2=C(N(C(N2)=O)CCC[C@H]2NCCC[C@@H]2O)C1 6-bromo-1-(3-((2R,3S)-3-hydroxypiperidin-2-yl)propyl)-1H-benzo[d]imidazol-2(3H)-one